CC1=CC=C2[C@H](N3C(C2=C1)=CN=C3)[C@H]3[C@@H](COC3)O (3s,4R)-4-((R)-8-methyl-5H-imidazo[5,1-a]isoindol-5-yl)tetrahydrofuran-3-ol